C1(CCCC1)N1NC(C=2C=NC(=CC21)NC2=NC=C(C=C2)F)=O 1-cyclopentyl-6-((5-fluoropyridin-2-yl)amino)-1,2-dihydro-3H-pyrazolo[4,3-c]pyridin-3-one